C1(CC1)C1=C(C(=O)OC)C=C(C(=C1)CN1CCC2(CC(N(C2)C2=CC=C(C=C2)C(NC(CO)(CO)CO)=O)=O)CC1)OCC methyl 2-cyclopropyl-4-((2-(4-((1,3-dihydroxy-2-(hydroxymethyl)propan-2-yl)carbamoyl)phenyl)-3-oxo-2,8-diazaspiro[4.5]decan-8-yl)methyl)-5-ethoxybenzoate